N-{(1S)-1-cyano-2-[(3S)-2-oxopyrrolidin-3-yl]ethyl}-4-methyl-N2-{[3-(2-methyl-propyl)-1H-pyrazol-5-yl]carbonyl}-L-leucinamide C(#N)[C@H](C[C@H]1C(NCC1)=O)NC([C@@H](NC(=O)C1=CC(=NN1)CC(C)C)CC(C)(C)C)=O